(S)-4-(5-(5-fluoro-2-methoxypyridin-4-yl)-1H-pyrazole-3-carbonyl)-N-((5-fluoro-3-methylpyridin-2-yl)methyl)-4-azaspiro[2.5]octane-7-carboxamide FC=1C(=CC(=NC1)OC)C1=CC(=NN1)C(=O)N1C2(CC2)C[C@H](CC1)C(=O)NCC1=NC=C(C=C1C)F